C(C)(C)(C)C=1C=C(CNC2=CC(=C(C(=O)OC(C)(C)C)C=C2)O)C=C(C1)C1CC1 tert-butyl 4-((3-(tert-butyl)-5-cyclopropylbenzyl)amino)-2-hydroxy-benzoate